OC(COC=1C=C(C=2N(C1)N=CC2C#N)C=2C=NC(=CC2)N2CCC(CC2)(CC2=NC=CC=C2)O)(C)C 6-(2-hydroxy-2-methylpropoxy)-4-(6-(4-hydroxy-4-(pyridin-2-ylmethyl)piperidin-1-yl)pyridin-3-yl)pyrazolo[1,5-a]pyridine-3-carbonitrile